NC1=C(C(=NN1C1CCC(CC1)(F)F)C1=CC=C(C=C1)Br)C#N 5-Amino-3-(4-bromophenyl)-1-(4,4-difluorocyclohexyl)pyrazole-4-carbonitrile